O1CCOC12CCC(CC2)C2=NOC(=N2)C2CCN(CC2)C(CC2=NC(=NO2)C)=O 1-(4-(3-(1,4-dioxaspiro[4.5]decan-8-yl)-1,2,4-oxadiazol-5-yl)piperidin-1-yl)-2-(3-methyl-1,2,4-oxadiazol-5-yl)ethan-1-one